2-benzyl-2-(((2R,3S,4R,5R)-5-(2-chloro-6-phenyl-9H-purin-9-yl)-3-ethynyl-3,4-dihydroxytetrahydrofuran-2-yl)methoxy)malonic acid C(C1=CC=CC=C1)C(C(=O)O)(C(=O)O)OC[C@H]1O[C@H]([C@@H]([C@@]1(O)C#C)O)N1C2=NC(=NC(=C2N=C1)C1=CC=CC=C1)Cl